ClC=1C=C(N=NC1)C=1C=C(C=CC1C)NC(=O)N1[C@@H]2C[C@H](C[C@]1(C2)C2=NC(=NO2)C)C (1S,3R,5R)-N-(3-(5-chloropyridazin-3-yl)-4-methylphenyl)-3-methyl-1-(3-methyl-1,2,4-oxadiazol-5-yl)-6-azabicyclo[3.1.1]heptane-6-carboxamide